C(C1=CC=CC=C1)OC(N[C@H](C(=O)NNCC=1N=CNC1)CC(C)C)=O (S)-benzyl(1-(2-((1H-imidazol-4-yl)methyl) hydrazinyl)-4-methyl-1-oxo-pentan-2-yl)carbamate